(R)-4-((1-(3-(difluoromethyl)-2-fluorophenyl)ethyl)amino)-6-(1-(fluoromethyl)cyclopropyl)-2-Methyl-8-(methylsulfonyl)pyrido[4,3-d]pyrimidin-7(6H)-one FC(C=1C(=C(C=CC1)[C@@H](C)NC=1C=2C(N=C(N1)C)=C(C(N(C2)C2(CC2)CF)=O)S(=O)(=O)C)F)F